COC1=C(C(=CC=C1)OC)N1C(=NC(=C(C1=O)CC1=CC=C(C=C1)N1C(C=CC(=C1)F)=O)O)COC(C)C 3-(2,6-dimethoxyphenyl)-5-{[4-(5-fluoro-2-oxo-1,2-dihydropyridin-1-yl)phenyl]methyl}-6-hydroxy-2-[(propan-2-yloxy)methyl]-3,4-dihydropyrimidin-4-one